NC=1C(=NC(=CN1)C1=NC=CC=C1OC(F)(F)F)C(=O)NC1=NC(=CC=C1N1CCC(CC1)N)C 3-amino-N-(3-(4-aminopiperidin-1-yl)-6-methylpyridin-2-yl)-6-(3-(trifluoromethoxy)pyridin-2-yl)pyrazine-2-carboxamide